Br.N=1SN=C2C1C=CC=C2CN2C(SC=C2)=N 3-[(2,1,3-benzothiadiazol-4-yl)methyl]-2,3-dihydro-1,3-thiazol-2-imine hydrobromide